FC1=C(CCN(C=2SC3=C(N2)C=CC=C3[N+](=O)[O-])CC3=CC=C(C=C3)C#CC(=O)O)C=CC(=C1)OC 3-(4-(((2-fluoro-4-methoxyphenethyl)(7-nitrobenzo[d]thiazol-2-yl)amino)methyl)phenyl)propiolic acid